C(C(C)C)NCCCOC=1C=C(C=C(C1)CNCCCNCCCNCCCCCCCC)CNCCCNCCCNCCCCCCCC N1,N1'-((5-(3-(isobutylamino)propoxy)-1,3-phenylene)bis(methylene))bis(N3-(3-(octylamino)propyl)propane-1,3-diamine)